FC=1C(=C(C(=O)O)C=CC1F)C=O 3,4-difluoro-2-formylbenzoic acid